pentaerythritol tricaprylate C(CCCCCCC)(=O)OCC(COC(CCCCCCC)=O)(COC(CCCCCCC)=O)CO